C(C)OC1=NC=C(C=C1S(=O)(=O)N)F 2-ethoxy-5-fluoropyridin-3-sulfonamid